(naphthyl)(naphthyl)fluoranthene C1(=CC=CC2=CC=CC=C12)C1=C(C=2C3=CC=CC=C3C3=CC=CC(=C1)C23)C2=CC=CC3=CC=CC=C23